Methyl 3-(7-(2-(cycloheptylamino)-2-oxoethoxy)naphthalen-2-yl)-3-(2,2-difluorobenzo[d][1,3]dioxol-5-yl)propanoate C1(CCCCCC1)NC(COC1=CC=C2C=CC(=CC2=C1)C(CC(=O)OC)C1=CC2=C(OC(O2)(F)F)C=C1)=O